N-(3',4',5'-trifluorobiphenyl-2-yl)-5-chloro-1-methyl-3-trifluoromethylpyrazole-4-yl-carboxamide FC=1C=C(C=C(C1F)F)C1=C(C=CC=C1)NC(=O)C=1C(=NN(C1Cl)C)C(F)(F)F